P(OC1=C(C(=CC=C1)C1=C(C=C(C=C1)C(C)(C)C)C(C)(C)C)C1=C(C=C(C=C1)C(C)(C)C)C(C)(C)C)[O-] bis(2,4-di-t-butylphenyl)-phenyl phosphonite